C(=O)(O)CCNCCC[Si](O)(O)O N-(2-carboxy)ethyl-3-aminopropyl-silanetriol